5-chloro-4-(4,7-dihydrothieno[2,3-C]pyridin-6(5H)-yl)-N-(4-fluoro-2-methoxy-5-nitrophenyl)pyrimidin-2-amine ClC=1C(=NC(=NC1)NC1=C(C=C(C(=C1)[N+](=O)[O-])F)OC)N1CC2=C(CC1)C=CS2